(R)-2-((1-(3,7-dimethyl-4-oxo-2-(1-oxa-7-azaspiro[3.5]nonan-7-yl)-4H-pyrido[1,2-a]pyrimidin-9-yl)ethyl)amino)benzoic acid CC1=C(N=C2N(C1=O)C=C(C=C2[C@@H](C)NC2=C(C(=O)O)C=CC=C2)C)N2CCC1(CCO1)CC2